N-[(1S)-2-[4-(3,5-dimethyl-1H-pyrazol-4-yl)anilino]-2-oxo-1-[(1R)-6-[4-(pyrrolidin-1-ylmethyl)phenyl]indan-1-yl]ethyl]-2-methyl-pyrazole-3-carboxamide CC1=NNC(=C1C1=CC=C(NC([C@H]([C@@H]2CCC3=CC=C(C=C23)C2=CC=C(C=C2)CN2CCCC2)NC(=O)C=2N(N=CC2)C)=O)C=C1)C